ClC1=CC=C(C=N1)CC(C(C(C)(C)C)=O)N1N=CN=C1 1-(6-chloropyridin-3-yl)2-(1,2,4-triazol-1-yl)-4,4-dimethyl-3-pentanone